C(CCCCCCCCCCCCCCCCC)C1=C(C=CC=C1)N=NC1=CC=C(N(CCC)CCC)C=C1 4-((2-octadecylphenyl)diazenyl)-N,N-dipropylaniline